3-((4-(8-Chloro-7-((2-methyl-1H-benzo[d]imidazol-6-yl)oxy)quinoxalin-2-yl)-1H-pyrazol-1-yl)methyl)tetrahydrothiophene 1,1-dioxide ClC=1C(=CC=C2N=CC(=NC12)C=1C=NN(C1)CC1CS(CC1)(=O)=O)OC=1C=CC2=C(NC(=N2)C)C1